1-[4-[3-(4-Methylsulfonylpiperazine-1-carbonyl)-4-quinolyl]-2-(4,4,5,5-tetramethyl-1,3,2-dioxaborolan-2-yl)phenyl]cyclopropanecarbonitrile CS(=O)(=O)N1CCN(CC1)C(=O)C=1C=NC2=CC=CC=C2C1C1=CC(=C(C=C1)C1(CC1)C#N)B1OC(C(O1)(C)C)(C)C